2,5-dimethyl-4H-benzo[d][1,3]oxazine-4-one CC=1OC(C2=C(N1)C=CC=C2C)=O